BrC1=C2C=CNC2=CC(=C1OC=1C=C(N=NC1)C(=O)OC)F methyl 5-((4-bromo-6-fluoro-1H-indol-5-yl)oxy)pyridazine-3-carboxylate